ClC1=C(C=C(O)C(=C1)Cl)O 4,6-dichloro-resorcinol